C(C)O[Si](OCC)(OCC)OCC tetra-ethyl-ortho-silicate